NCCC[SiH2]C(OCC)OCC 3-aminopropyl-(diethoxy)methylsilane